C(C)(C)C1=NOC(=N1)N1CCC(CC1)C(C)OC=1SC2=NC(=CC=C2N1)C=1C=NC(=CC1)S(=O)(=O)C 3-isopropyl-5-(4-(1-((5-(6-(methylsulfonyl)pyridin-3-yl)thiazolo[5,4-b]pyridin-2-yl)oxy)ethyl)piperidin-1-yl)-1,2,4-oxadiazol